Bis(3-phenyl-1,2,3,4-tetrahydroquinazolin-6-yl)methane C1(=CC=CC=C1)N1CNC2=CC=C(C=C2C1)CC=1C=C2CN(CNC2=CC1)C1=CC=CC=C1